2-[(5S)-5-methyl-2-[2-(1-methyl-4-piperidyl)-1,3-benzothiazol-5-yl]-1-piperidyl]-2-oxo-N-[1-(2-trimethylsilylethoxymethyl)pyrazolo[4,3-c]pyridin-7-yl]acetamide C[C@H]1CCC(N(C1)C(C(=O)NC=1C2=C(C=NC1)C=NN2COCC[Si](C)(C)C)=O)C=2C=CC1=C(N=C(S1)C1CCN(CC1)C)C2